Pyrazolo[1,5-a]pyrimidine-3-carboxylic acid {3-(5-chloro-2-difluoromethoxyphenyl)-1-[2-(6-methyl-2,6-diazaspiro[3.4]oct-2-yl)-2-oxoethyl]-1H-pyrazol-4-yl} amide ClC=1C=CC(=C(C1)C1=NN(C=C1NC(=O)C=1C=NN2C1N=CC=C2)CC(=O)N2CC1(C2)CN(CC1)C)OC(F)F